2-([1,1'-biphenyl]-4-yl)-N-((4R,5S,7R,8R,9S,10R)-8,10-dihydroxy-7-(hydroxyMethyl)-9-(4-(3,4,5-trifluorophenyl)-1H-1,2,3-triazol-1-yl)-1,6-dioxaspiro[4.5]decane-4-yl)acetamide C1(=CC=C(C=C1)CC(=O)N[C@@H]1CCO[C@]12O[C@@H]([C@@H]([C@@H]([C@H]2O)N2N=NC(=C2)C2=CC(=C(C(=C2)F)F)F)O)CO)C2=CC=CC=C2